dec-5-ene hydrobromide hydrobromide hydrobromide Br.Br.Br.CCCCC=CCCCC